(1R,2R,6R)-2-(benzylamino)-6-[3-fluoro-2-(4-methylphenoxy)phenoxy]cyclohexanol C(C1=CC=CC=C1)N[C@H]1[C@H]([C@@H](CCC1)OC1=C(C(=CC=C1)F)OC1=CC=C(C=C1)C)O